C(CCCC=CCC=CCC=CCC=CCC=CCC)(=O)O eicosa5,8,11,14,17-pentaenoic acid